ClC=1C=NN(C(C1CO)=O)CC(=O)OC methyl 2-[4-chloro-5-(hydroxymethyl)-6-oxo-pyridazin-1-yl]acetate